(((5-chloro-3-(cyclopropyl)-1-ethyl-1H-pyrazol-4-yl)methyl)sulfonyl)-5,5-dimethyl-4,5-dihydroisoxazole ClC1=C(C(=NN1CC)C1CC1)CS(=O)(=O)C1=NOC(C1)(C)C